tert-butyl (2-(3-(chlorocarbonyl)-2-oxotetrahydropyrimidin-1(2H)-yl)ethyl)carbamate ClC(=O)N1C(N(CCC1)CCNC(OC(C)(C)C)=O)=O